CC(CSP(OCC(C)C)=S)C.[Cd] cadmium bis(2-methylpropyl)-dithiophosphonate